copper-titanium-copper [Cu].[Ti].[Cu]